1,2,5-thiadiazole-3,4-diamine S1N=C(C(=N1)N)N